potassium tris(1-pyrazolyl)borohydride N1(N=CC=C1)[BH-](N1N=CC=C1)N1N=CC=C1.[K+]